FC1=C(C=CC(=C1)F)C1(OC1)CN1N=CN=C1 1-((2-(2,4-difluorophenyl)oxiran-2-yl)methyl)-1H-1,2,4-triazole